B1C=CB=CC=CC=C1 1,4-di-boronIn